(3,3-difluoroazetidin-1-yl)-[6-(2,4-dimethoxypyrimidin-5-yl)-8-[(1S,2S)-2-(4-fluorophenyl)cyclopropyl]imidazo[1,2-b]pyridazin-2-yl]methanone FC1(CN(C1)C(=O)C=1N=C2N(N=C(C=C2[C@@H]2[C@H](C2)C2=CC=C(C=C2)F)C=2C(=NC(=NC2)OC)OC)C1)F